FC(CN1C(=NC2=C1C=C(C=C2F)C2=CNC=1N=C(N=C(C12)OC)NC1CC(C1)(C)N1C(CCC1)=O)C)F 1-((1s,3s)-3-((5-(1-(2,2-difluoroethyl)-4-fluoro-2-methyl-1H-benzo[d]imidazol-6-yl)-4-methoxy-7H-pyrrolo[2,3-d]pyrimidin-2-yl)amino)-1-methylcyclobutyl)pyrrolidin-2-one